2-((S)-3-((R)-1-tritylaziridine-2-carbonyl)imidazolidin-4-yl)acetonitrile C(C1=CC=CC=C1)(C1=CC=CC=C1)(C1=CC=CC=C1)[N@]1C(C1)C(=O)N1CNC[C@@H]1CC#N